C1(CC1)C=1C=C(C#N)C=CC1S(=O)(=N)C1=CC(=CC=C1)C=1C2=C(N=C(N1)N1[C@H](CC1)C)CCC2 3-cyclopropyl-4-(3-(2-((S)-2-methylazetidin-1-yl)-6,7-dihydro-5H-cyclopenta[d]pyrimidin-4-yl)phenylsulfonimidoyl)benzonitrile